C(C=C)(=O)OCC[P] acryloyloxyethyl-phosphorus